C1=C(C=CC2=CC=CC=C12)OC1=CC2=CC=CC=C2C=C1.[P] Phosphorus bis(2-naphthyl) oxide